methylether methacrylat C(C(=C)C)(=O)O.COC